C(C)(C)C=1C(=NNC1C=1C=C(C=2N(C1)N=CN2)OC)C2=CC=C(C=N2)C2CCC(CC2)N(C)CCOC 4-(6-(4-isopropyl-5-(8-methoxy-[1,2,4]triazolo[1,5-a]pyridin-6-yl)-1H-pyrazol-3-yl)pyridin-3-yl)-N-(2-methoxyethyl)-N-methylcyclohexan-1-amine